C1(CC1)C#CC1=NC=CC(=C1)CO (2-(cyclopropylethynyl)pyridin-4-yl)methanol